3-(1-hydroxy-2-benzoyloxyethyl)styrene tert-butyl-((3S)-6-fluoro-2-hydroxy-1-(methylamino)-1-oxoheptan-3-yl)carbamate C(C)(C)(C)N(C(O)=O)[C@H](C(C(=O)NC)O)CCC(C)F.OC(COC(C1=CC=CC=C1)=O)C=1C=C(C=C)C=CC1